5-bromo-N-(3-chloro-4-(4-(dimethylglycyl)piperazine-1-carbonyl)phenyl)-1-methyl-1H-imidazole-2-carboxamide BrC1=CN=C(N1C)C(=O)NC1=CC(=C(C=C1)C(=O)N1CCN(CC1)C(CN(C)C)=O)Cl